[N+](=O)([O-])C1=CC=C(C=N1)N[C@@H]1C[C@H](CC1)O[Si](C(C)C)(C(C)C)C(C)C 6-nitro-N-[(1S,3S)-3-{[tris(propan-2-yl)silyl]oxy}cyclopentyl]pyridin-3-amine